N-(4-hydroxy-3-methoxybenzyl)nonanamine OC1=C(C=C(CNCCCCCCCCC)C=C1)OC